COC([C@@H](N)CCC1=CC=CC=C1)=O |r| DL-homophenylalanine methyl ester